C(C)(C)(C)OC(=O)N(C1=NC=CC(=C1)C=1OC=C(N1)C(=O)NC=1C(=NN(C1)C1=CC=C(C(=O)OC)C=C1)C(N)=O)CC(F)(F)F Methyl 4-[4-[[2-[2-[tert-butoxycarbonyl(2,2,2-trifluoroethyl)amino]-4-pyridyl]oxazole-4-carbonyl]amino]-3-carbamoyl-pyrazol-1-yl]benzoate